6-(4-fluorophenyl)-4-hydroxy-2-oxo-1-(2-oxo-2-(pyridin-3-yl)ethyl)-N-(spiro[2.3]hexan-5-yl)-1,2-dihydro-1,8-naphthyridine-3-carboxamide FC1=CC=C(C=C1)C=1C=C2C(=C(C(N(C2=NC1)CC(C=1C=NC=CC1)=O)=O)C(=O)NC1CC2(CC2)C1)O